(s)-(1-(2-fluoroethyl)pyrrolidin-2-yl)methanol FCCN1[C@@H](CCC1)CO